[O-]C#N.[O-]C#N.[O-]C#N.C1(=CC(O)=CC(O)=C1)\C=C/C1=CC=C(O)C=C1 cis-resveratrol tricyanate